(E)-N-(4-((3-chloro-2-fluorophenyl)amino)-5-(3-hydroxypropoxy)quinazolin-6-yl)-4-(dimethylamino)but-2-eneamide ClC=1C(=C(C=CC1)NC1=NC=NC2=CC=C(C(=C12)OCCCO)NC(\C=C\CN(C)C)=O)F